Ethyl 3-phenylpropanoate C1(=CC=CC=C1)CCC(=O)OCC